4-amino-6,7-dimethoxy-2-[4-(furan-2-yl)-piperazin-1-yl]-quinazoline NC1=NC(=NC2=CC(=C(C=C12)OC)OC)N1CCN(CC1)C=1OC=CC1